FC1=C(C(=O)N[C@H](C(=O)OC(C)(C)C)CC2=C3N=CC=NC3=C(C=C2)C=2C(N(C3=CC=C(C=C3C2C)F)C)=O)C(=CC=C1)F tert-butyl (S)-2-(2,6-difluorobenzamido)-3-(8-(6-fluoro-1,4-dimethyl-2-oxo-1,2-dihydroquinolin-3-yl)quinoxalin-5-yl)propanoate